O1C(=CC=C1)C(C(=O)N1CCOCC1)=O 1-(2-furyl)-2-morpholinoethane-1,2-dione